Octyl-methoxycinnamic acid C(CCCCCCC)C(=C(C(=O)O)OC)C1=CC=CC=C1